Sodium (1S,2S)-2-{[3-chloro-4-(propan-2-yloxy)phenyl]carbonyl}cyclopropane-1-carboxylate ClC=1C=C(C=CC1OC(C)C)C(=O)[C@@H]1[C@H](C1)C(=O)[O-].[Na+]